5-[(3R)-3-amino-5-[(4-chlorophenyl)methyl]-8-fluoro-1,1,4-trioxo-2,3-dihydro-1lambda6,5-benzothiazepin-7-yl]-N,N-dimethyl-1,3,4-oxadiazole-2-carboxamide N[C@H]1CS(C2=C(N(C1=O)CC1=CC=C(C=C1)Cl)C=C(C(=C2)F)C2=NN=C(O2)C(=O)N(C)C)(=O)=O